1,5-bis(thiophen-2-yl)penta-1,4-dien-3-one S1C(=CC=C1)C=CC(C=CC=1SC=CC1)=O